3-(2-amino-4-methoxyphenoxy)propane-1-Sulphonic acid NC1=C(OCCCS(=O)(=O)O)C=CC(=C1)OC